(S)-3-amino-3-(4,4'-difluoro-2',5,6'-trimethyl-[1,1'-biphenyl]-3-yl)propionic acid ethyl ester C(C)OC(C[C@@H](C=1C=C(C=C(C1F)C)C1=C(C=C(C=C1C)F)C)N)=O